2-methoxy-benzoic acid hydrochloride Cl.COC1=C(C(=O)O)C=CC=C1